(3s,5s)-5-amino-1-(8-fluoro-2-(((2r,7as)-2-fluoro-hexahydro-1H-pyrrolizin-7a-yl)methoxy)-7-(3-hydroxynaphthalen-1-yl)pyrido[4,3-d]pyrimidin-4-yl)piperidin-3-ol N[C@H]1C[C@@H](CN(C1)C=1C2=C(N=C(N1)OC[C@]13CCCN3C[C@@H](C1)F)C(=C(N=C2)C2=CC(=CC1=CC=CC=C21)O)F)O